1-[3-(2-Chloro-6-methyl-4-pyridyl)-2-(3-cyanophenyl)pyrazolo[1,5-a]pyrimidin-5-yl]-3-[(3R)-pyrrolidin-3-yl]urea trifluoroacetate FC(C(=O)O)(F)F.ClC1=NC(=CC(=C1)C=1C(=NN2C1N=C(C=C2)NC(=O)N[C@H]2CNCC2)C2=CC(=CC=C2)C#N)C